2-(3,5-dichloro-4-((3-isopropyl-1H-indol-5-yl)oxy)phenyl)-3,5-dioxo-2,3,4,5-tetrahydro-1,2,4-triazine-6-carbonitrile ClC=1C=C(C=C(C1OC=1C=C2C(=CNC2=CC1)C(C)C)Cl)N1N=C(C(NC1=O)=O)C#N